COC(\C(=C\OC)\C1=C(C=CC=C1)C(=NO)CC1=CC(=CC=C1)[N+](=O)[O-])=O (E)-2-{2-[(3-nitrophenyl)methyloximinomethyl]phenyl}-3-methoxyacrylic acid methyl ester